FC(C1=NC(=NO1)C1=CC=C(CNC=O)C=C1)(F)F N-{4-[5-(trifluoromethyl)-1,2,4-oxadiazol-3-yl]benzyl}carboxamide